4-(3-(4-aminophenyl)imidazo[1,2-a]pyridin-7-yl)piperazine-1-carboxylic acid tert-butyl ester C(C)(C)(C)OC(=O)N1CCN(CC1)C1=CC=2N(C=C1)C(=CN2)C2=CC=C(C=C2)N